2-(((tert-butyldimethylsilyl)oxy)methyl)benzaldehyde [Si](C)(C)(C(C)(C)C)OCC1=C(C=O)C=CC=C1